tert-butyl 4-(3-((1s,3s)-3-hydroxycyclobutoxy)propyl)piperazine-1-carboxylate OC1CC(C1)OCCCN1CCN(CC1)C(=O)OC(C)(C)C